4-nitrodiphenyl sulfide C1=CC=C(C=C1)SC2=CC=C(C=C2)[N+](=O)[O-]